1-((7-((R)-3-Cyclohexyl-2-methylpropanoyl)-10-hydroxy-7-azaspiro[4.5]decan-10-yl)methyl)-5-((dimethyl(oxo)-λ6-sulfaneylidene)amino)-4-phenylpyridin-2(1H)-one C1(CCCCC1)C[C@H](C(=O)N1CC2(CCCC2)C(CC1)(O)CN1C(C=C(C(=C1)N=S(=O)(C)C)C1=CC=CC=C1)=O)C